5-bromo-2-(difluoromethyl)-1-(2,2,2-trifluoroethyl)-1H-benzo[d]imidazole BrC1=CC2=C(N(C(=N2)C(F)F)CC(F)(F)F)C=C1